N,N'-bis(3-methylphenyl)-N,N'-diphenyl-9,9-spirobifluorene-2,7-diamine CC=1C=C(C=CC1)N(C1=CC=2C3(C4=CC(=CC=C4C2C=C1)N(C1=CC=CC=C1)C1=CC(=CC=C1)C)C1=CC=CC=C1C=1C=CC=CC13)C1=CC=CC=C1